(8-(((1S,3S)-3-aminocyclopentyl)amino)-3-chloro-6,7-dihydrospiro[cyclopenta[d]pyrazolo[1,5-a]pyrimidine-5,1'-cyclopentane]-6-yl)methanol N[C@@H]1C[C@H](CC1)NC1=C2C(=NC=3N1N=CC3Cl)C3(CCCC3)C(C2)CO